Cl.BrC=1NC=C2C=CC=CC12 bromoisoindole hydrochloride